[(1R,8S,9s)-Bicyclo[6.1.0]non-4-yn-9-ylmethyloxycarbonyl]-1,8-diamino-3,6-dioxaoctane [C@H]12CCC#CCC[C@@H]2C1COC(=O)C(COCCOCCN)N